N-(3-methyl-6-iodobenzoyl)indole n-eicosyl-dodecanoate C(CCCCCCCCCCCCCCCCCCC)OC(CCCCCCCCCCC)=O.CC=1C=C(C(=O)N2C=CC3=CC=CC=C23)C(=CC1)I